3-(4,4-diethyl-2-imino-6-oxo-hexahydropyrimidin-1-yl)-N-[(1R,2R)-2-hydroxy-2-methyl-indan-1-yl]-2,2-bis(methoxymethyl)-3H-benzofuran-5-carboxamide C(C)C1(NC(N(C(C1)=O)C1C(OC2=C1C=C(C=C2)C(=O)N[C@H]2[C@](CC1=CC=CC=C21)(C)O)(COC)COC)=N)CC